BrC=1C=C(C=CC1)CCNC1=NC(=C(C=2N=C(N=CC21)S(=O)C)F)Cl N-[2-(3-bromophenyl)ethyl]-7-chloro-8-fluoro-2-methanesulfinylpyrido[4,3-d]pyrimidin-5-amine